[Na+].[Na+].[Eu+3].CC1=CC=NC2=C3N=CC=C(C3=CC=C12)C mono(4,7-dimethylphenanthroline) europium (III) disodium salt